CN(CCCN(CCC)C1=[N+](C2=CC=CC=C2C(=C1)/C=C\1/SC2=C(N1C)C=CC=C2)C2=CC=CC=C2)C N',N'-dimethyl-N-[4-[(E)-(3-methyl-1,3-benzo-thiazol-2-ylidene)methyl]-1-phenylquinolin-1-ium-2-yl]-N-propylpropane-1,3-diamine